1-tetracosylazetidin-2-one C(CCCCCCCCCCCCCCCCCCCCCCC)N1C(CC1)=O